(R)-2-(3-(2-ethynylthiazol-4-yl)ureido)-N-methyl-2-(3'-propionyl-[1,1'-biphenyl]-4-yl)-acetamide C(#C)C=1SC=C(N1)NC(N[C@@H](C(=O)NC)C1=CC=C(C=C1)C1=CC(=CC=C1)C(CC)=O)=O